OCCOS(=O)(=O)C1=CC=C(C=C1)C.NC=1C=CC=C2C=CN(C(C12)=O)CC(=O)NCC(F)(F)F 2-(8-amino-1-oxo-2-isoquinolyl)-N-(2,2,2-trifluoroethyl)acetamide 2-hydroxyethyl-4-methylbenzenesulfonate